(S)-allyl-L-cysteine C(C=C)N[C@H](CS)C(=O)O